N-((1-Methylpiperidin-4-yl)methyl)-2'-(5-phenyl-1H-imidazol-2-yl)-3,4'-bipyridin-5-amin CN1CCC(CC1)CNC=1C=C(C=NC1)C1=CC(=NC=C1)C=1NC(=CN1)C1=CC=CC=C1